CS(=O)(=O)OCC1=NC(=CC2=C1CNC2=O)N2[C@@H](COCC2)C (R)-(6-(3-methylmorpholinyl)-1-oxo-2,3-dihydro-1H-Pyrrolo[3,4-c]pyridin-4-yl)methyl methanesulfonate